3-chloro-5-(((2,5-dimethoxyphenethyl)amino)methyl)benzoic acid hydrochloride Cl.ClC=1C=C(C(=O)O)C=C(C1)CNCCC1=C(C=CC(=C1)OC)OC